CC1=C(C(=CC=C1)C)C=CSC=CC1=C(C=CC=C1C)C 2,6-dimethylphenylvinyl sulfide